2-Ethoxy-5-ethyl-N-(4-(5-(furan-2-yl)-1,3,4-oxadiazol-2-yl)pyridin-2-yl)benzamide C(C)OC1=C(C(=O)NC2=NC=CC(=C2)C=2OC(=NN2)C=2OC=CC2)C=C(C=C1)CC